COC1=CC=C(C(=C1)C1=CC=CC=C1)N 5-methoxy-[1,1'-biphenyl]-2-amine